C(C)C1=NN(C(N1C)=O)C1=CC(=C(C(=O)O)C=C1F)O[C@H](CCC)C 4-(3-Ethyl-4-methyl-5-oxo-1,2,4-triazol-1-yl)-5-fluoro-2-[(1S)-1-methylbutoxy]benzoic acid